OCC[C@@H]1CN(CC1)C(=O)OCCCC butyl (R)-3-(2-hydroxyethyl)pyrrolidine-1-carboxylate